2-Propyl-3,3-norbornandimethanol C(CC)C1C2CCC(C1(CO)CO)C2